4-((2S,5R)-4-(bis(4-fluorophenyl)methyl)-2,5-dimethylpiperazin-1-yl)-1-methyl-2-oxo-1,2-dihydroquinoline-6-carbonitrile FC1=CC=C(C=C1)C(N1C[C@@H](N(C[C@H]1C)C1=CC(N(C2=CC=C(C=C12)C#N)C)=O)C)C1=CC=C(C=C1)F